ClC=1C=C(C(=O)N=S(=O)(C)C2=C(C=C(C(=C2)Cl)N=CN(C)CC)C)C=CC1F 3-Chloro-N-((5-chloro-4-(((ethyl(methyl)amino)methylen)amino)-2-methylphenyl)(methyl)(oxo)-λ6-sulfaneyliden)-4-fluorobenzamid